N1C=CC2=CC(=CC=C12)C=1N=C(C2=C(N1)CNCC2)N2CCOCC2 2-(1H-indole-5-yl)-4-morpholinyl-5,6,7,8-tetrahydropyrido[3,4-d]pyrimidin